2-(2,6-dimethylphenyl)-3-(4-methoxyphenyl)-4,5,6,7-tetrahydro-2H-pyrazolo[4,3-c]pyridine CC1=C(C(=CC=C1)C)N1N=C2C(CNCC2)=C1C1=CC=C(C=C1)OC